dioleyl-oxybenzyl alcohol C(CCCCCCC\C=C/CCCCCCCC)OC(C1=CC=CC=C1)(OCCCCCCCC\C=C/CCCCCCCC)O